C1=CC=CC=2C3=CC=CC=C3C(C12)COC(=O)NCC(=O)O 2-(9H-fluoren-9-ylmethoxycarbonyl-amino)acetic acid